CC1(NN(C(=C1)C(=O)N)[C@H](C)C1=CC(=CC=C1)C(F)(F)F)C(=O)N 3-methyl-1-((R)-1-(3-(trifluoromethyl)phenyl)ethyl)-1H-pyrazole-3,5-dicarboxamide